N[C@H](C(=O)NC1C(N(C=CC(=C1)C(C)C)C)=O)C (S)-2-amino-N-(5-isopropyl-1-methyl-2-oxo-2,3-dihydro-1H-azepin-3-yl)propionamide